N1=CC(=CC=C1)NC=C(C(=O)OCC)C(=O)OCC 1,3-diethyl 2-{[(pyridin-3-yl)amino]methylidene}propanedioate